3-[3-(azetidin-3-yl)phenyl]piperidine-2,6-dione N1CC(C1)C=1C=C(C=CC1)C1C(NC(CC1)=O)=O